2-((3-(3-Oxa-6-azabicyclo[3.1.1]heptane-6-carbonyl)bicyclo[1.1.1]pentan-1-yl)amino)-N-(4-((4-fluoro-3-(trifluoromethyl)phenyl)carbamoyl)-6-methoxypyridin-3-yl)-4-methoxynicotinamide C12COCC(N1C(=O)C13CC(C1)(C3)NC3=C(C(=O)NC=1C=NC(=CC1C(NC1=CC(=C(C=C1)F)C(F)(F)F)=O)OC)C(=CC=N3)OC)C2